C[C@@H]1O[C@@H](CN(C1)C1=CC(=CC(=N1)C1=NC2=CC(=NC=C2C=C1)CNC(C1=CC=C(C=C1)CS(=O)(=O)C)=O)F)C N-((2-(6-((cis)-2,6-dimethylmorpholino)-4-fluoropyridin-2-yl)-1,6-naphthyridin-7-yl)methyl)-4-((methylsulfonyl)methyl)benzamide